Chloro-2-[2-[[(3R)-1-ethyl-3-piperidyl]amino]oxazolo[4,5-b]pyridin-5-yl]-3-hydroxy-benzonitrile ClC1=C(C(=C(C#N)C=C1)C1=CC=C2C(=N1)N=C(O2)N[C@H]2CN(CCC2)CC)O